FC(C(C(F)(F)[NH3+])(F)F)CCC(F)(F)F octafluorohexyl-ammonium